C(#N)C(CN1C(C2=CC=CC(=C2C1)C1=CC=C2C=NN(C2=C1)CC(=O)N)=O)=C 2-{6-[2-(2-cyano-2-methylideneethyl)-1-oxo-2,3-dihydro-1H-isoindol-4-yl]-1H-indazol-1-yl}acetamide